methyl (2R)-2-chloropropanoate Cl[C@@H](C(=O)OC)C